2-(3-chloro-4-(6-(1-methylcyclopropoxy)-9-(2-(3-methylpyridin-2-yl)ethyl)-9H-purin-8-yl)phenyl)acetamide ClC=1C=C(C=CC1C=1N(C2=NC=NC(=C2N1)OC1(CC1)C)CCC1=NC=CC=C1C)CC(=O)N